4-bromo-2,3-dihydro-1H-inden-2-ol BrC1=C2CC(CC2=CC=C1)O